F[Si](C)C=C Fluoro-Vinyl-Methyl-Silicon